(4-((6,7-dimethoxyquinazolin-4-yl)oxy)-3-methylphenyl)-2-oxo-1-phenyl-1,2,4,5,6,7-hexahydropyrazolo[1,5-a]pyridine-3-carboxamide COC=1C=C2C(=NC=NC2=CC1OC)OC1=C(C=C(C=C1)C1C=2N(CCC1)N(C(C2C(=O)N)=O)C2=CC=CC=C2)C